ClC1=C(C=C(C=C1)F)C1NC(C2=C3C=CC(=NC3=CC(=C21)NC(=O)N2C(C(C1=CC=CC=C21)(C(F)(F)F)O)([2H])[2H])C=C)=C=O N-(3-(2-chloro-5-fluorophenyl)-7-vinyl-1-carbonyl-2,3-dihydro-1H-pyrrolo[3,4-f]quinolin-4-yl)-3-hydroxy-3-(trifluoromethyl)indoline-2,2-d2-1-carboxamide